3-((6aR,8R,9R,9aS)-8-(2,4-dioxo-3,4-dihydropyrimidin-1(2H)-yl)-2,2,4,4-tetraisopropyltetrahydro-6H-furo[3,2-f][1,3,5,2,4]trioxadisilocin-9-yl)propyl methanesulfonate CS(=O)(=O)OCCC[C@H]1[C@@H](O[C@H]2[C@H]1O[Si](O[Si](OC2)(C(C)C)C(C)C)(C(C)C)C(C)C)N2C(NC(C=C2)=O)=O